N=1N(N=CC1)C1=C(C=C(C=N1)NC(=O)C1=NC=C(C(=C1)C)C1=C(C=C(C=C1)F)Cl)C(F)(F)F N-(6-(2H-1,2,3-triazol-2-yl)-5-(trifluoromethyl)pyridin-3-yl)-5-(2-chloro-4-fluorophenyl)-4-methylpyridineamide